COCCN(CCC(C(=O)O)NC(=O)C=1C=2C=NN(C2C=CC1)C)CC1(CC1)CCC1=NC=2NCCCC2C=C1 4-[2-methoxyethyl-[[1-[2-(5,6,7,8-tetrahydro-1,8-naphthyridin-2-yl)ethyl]cyclopropyl]methyl]amino]-2-[(1-methylindazole-4-carbonyl)amino]butanoic acid